4-(6-(6-Methylpyridin-2-yl)-2,3-dihydro-1H-imidazo[1,2-a]imidazol-5-yl)-1H-pyrrolo[2,3-b]pyridine CC1=CC=CC(=N1)C=1N=C2N(CCN2)C1C1=C2C(=NC=C1)NC=C2